amino-4-amino-L-phenylalanine NN[C@@H](CC1=CC=C(C=C1)N)C(=O)O